(1R,3R)-N-(4-(2-(4-bromophenyl)but-3-yn-2-yl)thiazol-2-yl)-3-(((tert-butyldiphenylsilyl)oxy)methyl)cyclobutanecarboxamide BrC1=CC=C(C=C1)C(C)(C#C)C=1N=C(SC1)NC(=O)C1CC(C1)CO[Si](C1=CC=CC=C1)(C1=CC=CC=C1)C(C)(C)C